N=1C(C=CC1)=[Se] pyrroleselon